4-(5,6-dichloro-1H-benzo[d]imidazol-2-yl)phenol ClC1=CC2=C(NC(=N2)C2=CC=C(C=C2)O)C=C1Cl